C(C=C)(=O)N1C[C@@H](CCC1)N1C=C(C2=C1N=CN=C2N)C(=O)NC2=CC=C(C=C2)CC(=O)N(C)C (R)-7-(1-acryloylpiperidin-3-yl)-4-amino-N-(4-(2-(dimethylamino)-2-oxoethyl)phenyl)-7H-pyrrolo[2,3-d]pyrimidine-5-carboxamide